ClC1=NC=2C(CCCC2C=N1)=NO 2-chloro-6,7-dihydroquinazolin-8(5H)-one oxime